p-hydroxyoctyl-benzoic acid OCCCCCCCCC1=CC=C(C(=O)O)C=C1